butanediamine benzoate C(C1=CC=CC=C1)(=O)O.C(CCC)(N)N